Cl.Cl.FC(C1=CC(=NC=C1)CN)(F)F (4-(trifluoromethyl)pyridin-2-yl)methylamine dihydrochloride